2-(4,4-difluoro-3-methylpiperidin-1-yl)-7-methylquinoline-3-carboxamide FC1(C(CN(CC1)C1=NC2=CC(=CC=C2C=C1C(=O)N)C)C)F